NC1=NC=C(C2=C1C(=C(N2C)C2=C(C=C(C=C2)NC(=O)C(=C)F)C)C2=CC(=C(C(=O)NCC(F)(F)F)C=C2)OC)C#CC(C)(S(=O)(=O)C)C 4-(4-amino-2-{4-[(2-fluoroacrylamino)]-2-methylphenyl}-1-methyl-7-[3-methyl-3-(methylsulfonyl)but-1-ynyl]pyrrolo[3,2-c]pyridin-3-yl)-2-methoxy-N-(2,2,2-trifluoroethyl)benzamide